2-((2-chloro-6-ethyl-5,6,7,8-tetrahydropyrido[4,3-d]pyrimidin-4-yl)oxy)-1-fluoro-5,6,8,9,10,11-hexahydro-7H-pyrido[3',4':4,5]pyrrolo[2,3-f]isoquinolin-7-one ClC=1N=C(C2=C(N1)CCN(C2)CC)OC=2N=CC=1CCC3=C(C1C2F)NC2=C3C(NCC2)=O